2-(5-((4-(8-Chloro-7-((2-methyl-1-((2-(trimethylsilyl)ethoxy)methyl)-1H-benzo[d]imidazol-6-yl)oxy)quinoxalin-2-yl)-1H-pyrazol-1-yl)methyl)-2-azabicyclo[2.2.1]heptan-2-yl)acetamide ClC=1C(=CC=C2N=CC(=NC12)C=1C=NN(C1)CC1C2CN(C(C1)C2)CC(=O)N)OC=2C=CC1=C(N(C(=N1)C)COCC[Si](C)(C)C)C2